2-Amino-7-fluoro-4-((S)-2-fluoro-12-oxo-7,7a,8,9,10,11-hexahydro-6H,12H-4,5,5a,9,11a-pentaazabenzo[5,6]cycloocta[1,2,3-cd]inden-3-yl)benzo[b]thiophene-3-carbonitrile NC1=C(C2=C(S1)C(=CC=C2C2=C(C=C1C=3N(N=NC23)CC[C@@H]2N(C1=O)CCNC2)F)F)C#N